BrC1=CN=C(N1NC(=O)OC(C)(C)C)C(CC(=O)OCC)=O ethyl 3-[5-bromo-1-[(tert-butoxycarbonyl)amino]imidazol-2-yl]-3-oxopropanoate